C(C)OC(C1=CC=C(C=C1)NC1=NN(C(=N1)N)S(=O)(=O)C1=CC2=CC=CC=C2C=C1)=O 4-((5-Amino-1-(naphthalen-2-yl-sulfonyl)-1H-1,2,4-triazol-3-yl)amino)benzoic acid ethyl ester